4-methyl-7-oxabicyclo[2.2.1]hept-2-ene-2,3-dicarboxylic acid CC12C(=C(C(CC1)O2)C(=O)O)C(=O)O